NC1=CC=C(C=C1)C=1C=NN(C1NC1=NC(=CN=C1)OC(C)C)C N-(4-(4-aminophenyl)-1-methyl-1H-pyrazol-5-yl)-6-isopropoxypyrazin-2-amine